FC(OC=1C=C(C=CC1)C1=NN(C=2C1=NC=C(C2)C(=O)NC2(CS(C2)(=O)=O)C)C(C)C(C)(C)O)F 3-(3-(difluoromethoxy)phenyl)-1-(3-hydroxy-3-methylbutan-2-yl)-N-(3-methyl-1,1-dioxidothietan-3-yl)-1H-pyrazolo[4,3-b]pyridine-6-carboxamide